ClC1=CC(=C(N=N1)C(=O)NC([2H])([2H])[2H])NC1=C(C(=CC=C1)C1=NN(N=C1CC)C)OC 6-chloro-4-((3-(5-ethyl-2-methyl-2H-1,2,3-triazol-4-yl)-2-methoxyphenyl)amino)-N-(methyl-d3)pyridazine-3-carboxamide